ClC1=C2CCN([C@@H](C2=C(C=C1)OCC=1N=NN(C1C(F)(F)F)C)CN1C(C2=CC=CC=C2C1)=O)C(=O)C1CCCCC1 (1S,2R)-2-((S)-5-Chloro-8-((1-methyl-5-(trifluoromethyl)-1H-1,2,3-triazol-4-yl)methoxy)-1-((1-oxoisoindolin-2-yl)methyl)-1,2,3,4-tetrahydroisochinolin-2-carbonyl)cyclohexan